N-((5-(2-nitro-4-(trifluoromethyl)phenyl)-1,2,4-oxadiazol-3-yl)methyl)-2-chloropyridine-3-carboxamide [N+](=O)([O-])C1=C(C=CC(=C1)C(F)(F)F)C1=NC(=NO1)CNC(=O)C=1C(=NC=CC1)Cl